(1-naphthoic acid) borate B(O)(O)O.C1(=CC=CC2=CC=CC=C12)C(=O)O